N,N-diethylhydroxylamine oxide C(C)[N+](O)(CC)[O-]